but-2-yne-1-sulfonyl chloride C(C#CC)S(=O)(=O)Cl